tert-Butyl 2-((5-fluoropyridin-3-yl)methylene)hydrazinecarboxylate FC=1C=C(C=NC1)C=NNC(=O)OC(C)(C)C